(S)-4-(5-(3-((2-((S)-3-carboxybutanoyl)-6-methoxybenzo[b]thiophen-4-yl)oxy)propoxy)-6-methoxyisoindolin-2-yl)-2-methyl-4-oxobutanoic acid C(=O)(O)[C@H](CC(=O)C1=CC2=C(S1)C=C(C=C2OCCCOC=2C=C1CN(CC1=CC2OC)C(C[C@@H](C(=O)O)C)=O)OC)C